O7-[2,2-bis[(7-decoxy-7-oxo-heptanoyl)oxymethyl]-3-[4-(2-pyrrolidin-1-ylethylcarbamoyloxy)decanoyloxy]propyl] O1-decyl heptanedioate C(CCCCCC(=O)OCC(COC(CCC(CCCCCC)OC(NCCN1CCCC1)=O)=O)(COC(CCCCCC(OCCCCCCCCCC)=O)=O)COC(CCCCCC(=O)OCCCCCCCCCC)=O)(=O)OCCCCCCCCCC